C(C)OC(C(C(C)C)C1=CC=C(C=C1)C1(CCCC1)N)=O.ClC=1SC(=C(N1)CCNC(C)=O)Cl N-[2-{2,5-dichloro-1,3-thiazol-4-yl}ethyl]acetamide ethyl-2-(4-(1-aminocyclopentyl)phenyl)-3-methylbutanoate